ClC1=C(CNC(=O)C2CC(C3=NC=CC=C32)=O)C=CC=C1C(F)(F)F N-(2-chloro-3-(trifluoromethyl)benzyl)-7-oxo-6,7-dihydro-5H-cyclopenta[b]pyridine-5-carboxamide